ClC=1C=C(C=NC1C1=NC=CC=N1)NC(=O)[C@H]1C[C@](C2=C1C=NC=1N2N=C(C1)F)(C)C1=NN(C=C1)C(F)F (6S,8S)-N-(5-chloro-6-(pyrimidin-2-yl)pyridin-3-yl)-8-(1-(difluoromethyl)-1H-pyrazol-3-yl)-2-fluoro-8-methyl-7,8-dihydro-6H-cyclopenta[e]pyrazolo[1,5-a]pyrimidine-6-carboxamide